(S)-(2-Imino-3,6-dimethyl-4-oxo-6-(8-(prop-1-yn-1-yl)dibenzo[b,d]thiophen-2-yl)tetrahydropyrimidin-1(2H)-yl)methyl benzoate C(C1=CC=CC=C1)(=O)OCN1C(N(C(C[C@]1(C1=CC2=C(SC3=C2C=C(C=C3)C#CC)C=C1)C)=O)C)=N